2-benzyl-4-(trifluoromethyl)azepane C(C1=CC=CC=C1)C1NCCCC(C1)C(F)(F)F